2-(p-methylphenyl)ethyl alcohol CC1=CC=C(C=C1)CCO